6-(3-cyclopropylphenoxy)-N-[2-(2,4-dichlorophenyl)ethyl]imidazo[1,2-a]pyrimidine-5-carboxamide C1(CC1)C=1C=C(OC=2C=NC=3N(C2C(=O)NCCC2=C(C=C(C=C2)Cl)Cl)C=CN3)C=CC1